(S)-6-(2-amino-5-(4-(4-(1-cyclopropylethyl)piperazin-1-yl)phenyl)-6-fluoropyridin-3-yl)-8-fluoroisoquinolin-1(2H)-one NC1=NC(=C(C=C1C=1C=C2C=CNC(C2=C(C1)F)=O)C1=CC=C(C=C1)N1CCN(CC1)[C@@H](C)C1CC1)F